CC=1N=C2N(N=C(C=C2C)C=2N=C3N(C(C2)=O)C=C(S3)[C@@H]3[C@@H](CNCC3)F)C1 7-(2,8-dimethylimidazo[1,2-b]pyridazin-6-yl)-2-[(3S,4S)-3-fluoro-4-piperidyl]thiazolo[3,2-a]pyrimidin-5-one